O(C#N)C1=CC=C(C=C1)C(C)(C)C1=CC=C(C=C1)C(C)(C)C1=CC=C(C=C1)OC#N 1,4-bis[2-(4-Cyanatophenyl)-2-propyl]benzene